tert-butyl N-[6-benzyloxy-10-hydroxy-13-oxo-6,15-bis(trifluoromethyl)-19-oxa-3,4,18-triazatricyclo[12.3.1.12,5]nonadeca-1(17),2,4,14(18),15-pentaen-17-yl]carbamate C(C1=CC=CC=C1)OC1(C2=NN=C(C3=C(C=C(C(C(CCC(CCC1)O)=O)=N3)C(F)(F)F)NC(OC(C)(C)C)=O)O2)C(F)(F)F